tert-Butyl 4-(bis(4-fluorophenyl)amino)piperidine-1-carboxylate FC1=CC=C(C=C1)N(C1CCN(CC1)C(=O)OC(C)(C)C)C1=CC=C(C=C1)F